5-hydroxy-6,7-dimethoxyflavone OC1=C2C(C=C(OC2=CC(=C1OC)OC)C1=CC=CC=C1)=O